gamma-(2-aminoethyl)aminopropyl-dimethoxysilane NCCNCCC[SiH](OC)OC